BrC=1C=NN(C1C1=C(C#N)C(=CC(=C1F)N1CCOCC1)OC1CC1)C 2-(4-bromo-1-methyl-1H-pyrazol-5-yl)-6-cyclopropoxy-3-fluoro-4-morpholinobenzonitrile